(S)-3-(6-methyl-4-trifluoromethylpyridin-2-yl)-4-[2,3,4,5-tetrahydrobenzo(b)(1,4)oxazepin-5-carbonyl]oxazolidin-2-one CC1=CC(=CC(=N1)N1C(OC[C@H]1C(=O)N1C2=C(OCCC1)C=CC=C2)=O)C(F)(F)F